C(C)C1(CNCC1)CC 3,3-diethylpyrrolidine